para-aminosalicylic, sulfanylamide SNC(C=1C(O)=CC(=CC1)N)=O